(trans)-Methyl 4-((tosyloxy)methyl)cyclohexanecarboxylate S(=O)(=O)(C1=CC=C(C)C=C1)OC[C@@H]1CC[C@H](CC1)C(=O)OC